N-octadecyl-sulfosuccinamic acid, tetrasodium salt [Na+].[Na+].[Na+].[Na+].C(CCCCCCCCCCCCCCCCC)NC(CC(C(=O)[O-])S(=O)(=O)[O-])=O.C(CCCCCCCCCCCCCCCCC)NC(CC(C(=O)[O-])S(=O)(=O)[O-])=O